4-(3,4-dichlorophenyl)-3,6-dihydro-2H-pyridine-1-carboxylic acid benzyl ester C(C1=CC=CC=C1)OC(=O)N1CCC(=CC1)C1=CC(=C(C=C1)Cl)Cl